bromo-5-nitro-benzenesulfonyl chloride BrC1=C(C=C(C=C1)[N+](=O)[O-])S(=O)(=O)Cl